3-(2-((5-((4-fluorophenoxy)methyl)-1,3,4-oxadiazol-2-yl)thio)ethyl)-6,7-dimethoxyquinazolin-4(3H)-one FC1=CC=C(OCC2=NN=C(O2)SCCN2C=NC3=CC(=C(C=C3C2=O)OC)OC)C=C1